(4-((2,2-difluoroethyl)(6-fluoro-1-methyl-[1,2,4]triazolo[4,3-a]quinazolin-5-yl)amino)pyridin-2-yl)-2-methylbut-3-yn-2-ol FC(CN(C1=CC(=NC=C1)CC(C#C)(O)C)C1=NC=2N(C3=CC=CC(=C13)F)C(=NN2)C)F